ethyl (E)-4-(1-benzyl-1H-indazol-4-yl)but-2-enoate C(C1=CC=CC=C1)N1N=CC2=C(C=CC=C12)C/C=C/C(=O)OCC